CC1=NC(=NC=C1OC1CCCCC1)C=1C=NN(C1CNC1=NC=CC(=N1)C1=NC=CC=C1)C (1S,3S)-3-((4-Methyl-2-(1-methyl-5-(((4-(pyridin-2-yl)pyrimidin-2-yl)amino)methyl)-1H-pyrazol-4-yl)pyrimidin-5-yl)oxy)cyclohexan